C[C@H]1CN(CC1)S(=O)(=O)C=1C=C(C(=O)N2CC3(C4=CC(=CC=C24)NS(=O)(=O)C)CCC2(CC3)CC2)C=CC1 (R)-N-(1''-(3-((3-methylpyrrolidin-1-yl)sulfonyl)benzoyl)dispiro[cyclopropane-1,1'-cyclohexane-4',3''-indolin]-5''-yl)methanesulfonamide